N-(5-(4-(methoxymethyl)piperidin-1-yl)-7-(N-(1-methylcyclopropyl)sulfamoyl)naphthalen-2-yl)acrylamide COCC1CCN(CC1)C1=C2C=CC(=CC2=CC(=C1)S(NC1(CC1)C)(=O)=O)NC(C=C)=O